1-(6-cyclopropyl-2-((methylamino)methyl)imidazo[1,2-a]pyridin-8-yl)imidazolidine-2,4-dione C1(CC1)C=1C=C(C=2N(C1)C=C(N2)CNC)N2C(NC(C2)=O)=O